ClC1=CC(=C(N=N1)C(=O)NC([2H])([2H])[2H])NC1=NC=CC(=C1OC)C1=NN(C=N1)C 6-chloro-4-((3-methoxy-4-(1-methyl-1H-1,2,4-triazol-3-yl)pyridin-2-yl)amino)-N-(methyl-d3)pyridazine-3-carboxamide